C[Si](C)(C)CC(CC1(C=CC=C1)[Hf]C1(C=CC=C1)CC(=C)C[Si](C)(C)C)=C bis[(2-trimethylsilylmethylallyl)cyclopentadienyl]hafnium